C(CCCCCC(C)C)(=O)[O-] isononanate